5-(2-((tetrahydro-2H-pyran-2-yl)oxy)ethoxy)-4-(trifluoromethyl)picolinic acid O1C(CCCC1)OCCOC=1C(=CC(=NC1)C(=O)O)C(F)(F)F